C(C1=CC=CC=C1)N1CC=2N=C(N=C(C2CC1)OC1=C(C=C(C=C1)F)C(F)(F)F)Cl 7-Benzyl-2-chloro-4-[4-fluoro-2-(trifluoromethyl)phenoxy]-5H,6H,7H,8H-pyrido[3,4-d]pyrimidine